O=C1NC(CCC1N1C(C2=CC=C(C(=C2C1)F)C1=CC(=C2C(=N1)C(=NN2COCC[Si](C)(C)C)NS(=O)(=O)C)CN2CCCC2)=O)=O N-(5-(2-(2,6-dioxopiperidin-3-yl)-4-fluoro-1-oxoisoindolin-5-yl)-7-(pyrrolidin-1-ylmethyl)-1-((2-(trimethylsilyl)ethoxy)methyl)-1H-pyrazolo[4,3-b]pyridin-3-yl)methanesulfonamide